BrC1=CC=2C3=C(C=NC2C=C1)NC(N3C3=CC(=C(C=C3)OC)F)=O 8-bromo-1-(3-fluoro-4-methoxyphenyl)-1,3-dihydro-2H-imidazo[4,5-c]quinolin-2-one